diamino-5-biphenyloxybenzophenone NC=1C(=C(C(=O)C2=CC=CC=C2)C=C(C1)OC=1C(=CC=CC1)C1=CC=CC=C1)N